2-methyl-5-(2-methylpyridin-3-yl)-7-(trifluoromethyl)-1,2-dihydro-2,3,5,6-tetraazaNaphthalene-4(5H)-one CN1CC2=CC(=NN(C2C(N1)=O)C=1C(=NC=CC1)C)C(F)(F)F